CN(CC1=CC=CC=C1)[C@H]1C[C@@H]2C(CNC2)=C1 (3aR,5s,6aS)-5-(N-methyl-N-benzylamino)hexahydrocyclopenta[C]pyrrole